1-(3-chlorophenyl)-3-(2,4-dichlorophenyl)urea ClC=1C=C(C=CC1)NC(=O)NC1=C(C=C(C=C1)Cl)Cl